C(C)(=O)C1=C(C=C(C=C1)Cl)C=1C(=NN(C(C1)=O)C(C(=O)O)CC1=CC=C(C=C1)C)OC 2-(4-(2-acetyl-5-chlorophenyl)-3-methoxy-6-oxopyridazin-1(6H)-yl)-3-(p-tolyl)propionic acid